FC1=C2C(=CN=C1N1CCC(CC1)N(C)C(C)C)NC(=C2C(C)C)C=2C=C(C=1N(C2)N=CN1)C 1-(4-fluoro-3-isopropyl-2-(8-methyl-[1,2,4]triazolo[1,5-a]pyridin-6-yl)-1H-pyrrolo[2,3-c]pyridin-5-yl)-N-isopropyl-N-methylpiperidin-4-amine